lead lithium carbonate C([O-])([O-])=O.[Li+].[Pb+2]